3-((4-(2-ethoxyphenyl)piperazin-1-yl)methyl)-6,7-dimethoxyisochroman-4-one C(C)OC1=C(C=CC=C1)N1CCN(CC1)CC1OCC2=CC(=C(C=C2C1=O)OC)OC